2-amino-5-(4-(2-hydroxy-2-(2-methylthiazol-4-yl)acetamido)-2-methylphenyl)-N-isopropylnicotinamide NC1=C(C(=O)NC(C)C)C=C(C=N1)C1=C(C=C(C=C1)NC(C(C=1N=C(SC1)C)O)=O)C